NC1=CC=C(C=N1)N1C=C(C(C2=CC(=C(C=C12)N1C2CC2C[C@@H]1COC1=NC=C(C=C1Cl)OC)Cl)=O)C(=O)O 1-(6-aminopyridin-3-yl)-6-chloro-7-((3R)-3-(((3-chloro-5-methoxypyridin-2-yl)oxy)methyl)-2-azabicyclo[3.1.0]hexan-2-yl)-4-oxo-1,4-dihydroquinoline-3-carboxylic acid